N-(2-methyl-4-nitrophenyl)isoindoline CC1=C(C=CC(=C1)[N+](=O)[O-])N1CC2=CC=CC=C2C1